4-nitropyridine [N+](=O)([O-])C1=CC=NC=C1